2-Fluoro-4-iodo-6-[(3R)-3-methylmorpholin-4-yl]pyridine-3-carbaldehyde FC1=NC(=CC(=C1C=O)I)N1[C@@H](COCC1)C